8-(4,5-dichloro-2-hydroxyphenyl)-2-oxa-8-azaspiro[4.5]decan-4-ol ClC1=CC(=C(C=C1Cl)N1CCC2(C(COC2)O)CC1)O